germanium niobium [Nb].[Ge]